tert-butyl (2S)-2-{[(4-bromopyridin-3-yl)oxy]methyl}-4,4-difluoropyrrolidine-1-carboxylate BrC1=C(C=NC=C1)OC[C@H]1N(CC(C1)(F)F)C(=O)OC(C)(C)C